Cl.N1CCC(CC1)CCS(=O)(=O)O 2-(Piperidin-4-yl)ethanesulfonic acid, hydrochloride